FC1(CC(C1)(CC1=NN=CN1C)C=1C=C(C=CC1)N1C(C2=CC(=CC(=C2C1)C(F)(F)F)CNCC1COC1)=O)F 2-(3-(3,3-difluoro-1-((4-methyl-4H-1,2,4-triazol-3-yl)methyl)cyclobutyl)phenyl)-6-(((oxetan-3-ylmethyl)amino)methyl)-4-(trifluoromethyl)isoindolin-1-one